OC1=C(C=C(C=C1)C(C)(C1=CC=CC=C1)C1=CC(=C(C=C1)O)C1=CC=CC=C1)C1=CC=CC=C1 bis(4-hydroxy-3-phenylphenyl)-1-phenylethane